CS(=O)(=O)OCC1=NC=C(C(=C1)C#N)C(F)(F)F (4-cyano-5-(trifluoromethyl)pyridin-2-yl)methyl methanesulfonate